trifluororhodium methanesulfonate CS(=O)(=O)O.F[Rh](F)F